2-(2-hydroxyethoxy)-3-amino-pyrazolo[1,5-a]pyridine OCCOC1=NN2C(C=CC=C2)=C1N